tert-butyl 5-[6-fluoro-3-methyl-5-[[4-methyl-6-(methylamino) pyrimidin-2-yl] amino]-2,3-dihydrobenzofuran-7-yl]-2,3,4,7-tetrahydroazepine-1-carboxylate FC1=C(C2=C(C(CO2)C)C=C1NC1=NC(=CC(=N1)C)NC)C=1CCCN(CC1)C(=O)OC(C)(C)C